C1(=CC=CC=C1)[C@@H](CC)NC1=C(C=NC2=CC=CC=C12)C#N 4-(((R)-1-phenylpropyl)amino)quinoline-3-carbonitrile